2-(benzotriazol-2-yl)-4,6-bis(2-methylbut-2-yl)phenol N=1N(N=C2C1C=CC=C2)C2=C(C(=CC(=C2)C(C)(CC)C)C(C)(CC)C)O